C(#N)CCOC(C(CO)N)(O)P(C(C)C)C(C)C (E)-cyanoethoxydiisopropylphosphino-2-amino-1,3-propanediol